ClC1=C(C=C(C=C1OC)OC)C=1C=CC(N(C1C1=C(C=C(C=C1F)F)F)C)=O 5-(2-chloro-3,5-dimethoxyphenyl)-1-methyl-6-(2,4,6-trifluorophenyl)pyridin-2(1H)-one